C(C)N1CC[C@H]([C@]12COCC2)C2=CC=1C(=NC=CC1NC=1C=CC3=C(N=CS3)C1)S2 N-(2-((4R,5R)-1-ethyl-7-oxa-1-azaspiro[4.4]nonan-4-yl)thieno[2,3-b]pyridin-4-yl)benzo[d]thiazol-5-amine